4-isocyanato-2-phenyl-6,7-dihydro-5H-cyclopenta[b]pyridine N(=C=O)C1=C2C(=NC(=C1)C1=CC=CC=C1)CCC2